N[C@H](CC(=O)O)CN (R)-3,4-DIAMINOBUTYRIC ACID